(S)-N-(4-(3-aminopyrrolidin-1-yl)-2-(methoxymethyl)-1-methyl-1H-benzo[d]imidazol-5-yl)-2-(2,6-difluorophenyl)-3-oxo-2,3-dihydropyridazine-4-carboxamide N[C@@H]1CN(CC1)C1=C(C=CC=2N(C(=NC21)COC)C)NC(=O)C=2C(N(N=CC2)C2=C(C=CC=C2F)F)=O